OC1(CN(C1)C1=C2C(=NC=C1)N(N=C2CNC(C=C)=O)C2=CC=C(C=C2)OC(F)(F)F)C N-[[4-(3-hydroxy-3-methyl-azetidin-1-yl)-1-[4-(trifluoromethoxy)phenyl]pyrazolo[3,4-b]pyridin-3-yl]methyl]prop-2-enamide